C(#N)C1=CC=C(C=C1)NS(=O)(=O)C1=CNC2=C3C(=CC=C12)C=CC=C3 N-(4-cyanophenyl)-1H-benzo[g]indole-3-sulfonamide